CN1CC(C1)(C)C(O)(C1=CC=C(C=C1)OC1=CC=CC=C1)C1=CC=C(C=C1)OC1=CC=CC=C1 (S)-(1,3-Dimethyl-azetidin-3-yl)-bis-(4-phenoxy-phenyl)-methanol